2-cyclopropyl-5'-fluoro-2'-((4-(7-((2-oxo-2,3-dihydrobenzo[d]oxazol-5-yl)methyl)-2,7-diazaspiro[4.4]non-2-yl)pyrimidin-5-yl)oxy)-[1,1'-biphenyl]-4-carbonitrile C1(CC1)C1=C(C=CC(=C1)C#N)C1=C(C=CC(=C1)F)OC=1C(=NC=NC1)N1CC2(CC1)CN(CC2)CC=2C=CC1=C(NC(O1)=O)C2